C(C1=CC=CC=C1)[C@H]1N(C(OC1)=O)C\C=C\C=1SC=CN1 (4R)-4-benzyl-3-[(2E)-3-(1,3-thiazol-2-yl)prop-2-enyl]-1,3-oxazolidin-2-one